chloro-1,6-naphthyridine C1=CC(=NC2=C1C=NC=C2)Cl